C(C1=CC(O)=C(O)C(O)=C1)(=O)O[C@H]1[C@H](O)O[C@@H]([C@H]([C@@H]1OC(C1=CC(O)=C(O)C(O)=C1)=O)O)COC(C1=CC(O)=C(O)C(O)=C1)=O 2,3,6-tri-O-galloyl-β-D-glucose